4-((6-(4-(3-((4-((3-chloro-4-fluorophenyl)amino)-7-methoxyquinazolin-6-yl)oxy)propyl)piperazin-1-yl)-6-oxohexyl)thio)-2-(2,6-dioxopiperidin-3-yl)isoindoline-1,3-dione ClC=1C=C(C=CC1F)NC1=NC=NC2=CC(=C(C=C12)OCCCN1CCN(CC1)C(CCCCCSC1=C2C(N(C(C2=CC=C1)=O)C1C(NC(CC1)=O)=O)=O)=O)OC